2-[2-(5-fluoro-6-methyl-2-pyridyl)imidazo[1,2-a]pyridin-3-yl]-7-(5,6,7,8-tetrahydro-[1,2,4]triazolo[1,5-a]pyrazin-2-yl)-1,5-naphthyridine FC=1C=CC(=NC1C)C=1N=C2N(C=CC=C2)C1C1=NC2=CC(=CN=C2C=C1)C1=NN2C(CNCC2)=N1